N[C@@]1(CO[C@H](C1)C(=O)N1[C@H](C2=CC=CC=C2CC1)C1=CC=C(C=C1)F)C#N (3r,5r)-3-amino-5-((S)-1-(4-fluorophenyl)-1,2,3,4-tetrahydroisoquinoline-2-carbonyl)tetrahydrofuran-3-carbonitrile